O=C1N(CC2=C3C(=CC=C12)C1(CCN(CC1)CC1=CN=C(S1)C1=CC=CC=C1)CO3)C3C(NC(CC3)=O)=O 3-(6-oxo-1'-((2-phenylthiazol-5-yl)methyl)-6,8-dihydro-2H,7H-spiro[furo[2,3-e]isoindole-3,4'-piperidin]-7-yl)piperidine-2,6-dione